C(C)C(C(C(C(=O)O)(CC)CC)(C(=O)O)OC(C)=O)C(=O)O triethyl-2-acetoxypropane-1,2,3-tricarboxylic acid